(E)-3-(3-Hydroxy-4-methoxyphenyl)-1-(4-propan-2-ylphenyl)prop-2-en-1-one OC=1C=C(C=CC1OC)/C=C/C(=O)C1=CC=C(C=C1)C(C)C